Cl.NCC1=CC=C(C=C1)C(C(F)F)(C(F)F)O 2-(4-(aminomethyl)phenyl)-1,1,3,3-tetrafluoropropan-2-ol hydrochloride